tert-butyl 3-acetamido-5-hydroxyindole-1-carboxylate tert-Butyl-3-acetamido-5-(4,4,5,5-tetramethyl-1,3,2-dioxaborolan-2-yl)indole-1-carboxylate C(C)(C)(C)OC(=O)N1C=C(C2=CC(=CC=C12)B1OC(C(O1)(C)C)(C)C)NC(C)=O.C(C)(=O)NC1=CN(C2=CC=C(C=C12)O)C(=O)OC(C)(C)C